FC=1C=C(OCC2[C@H]3CN(C[C@@H]23)C(=O)C2=CN=C3C(=N2)N(C(=N3)C3CCN(CC3)C(C)=O)C)C=C(C1)F 1-(4-(6-((1R,5S,6r)-6-((3,5-Difluorophenoxy)methyl)-3-azabicyclo[3.1.0]hexane-3-carbonyl)-1-methyl-1H-imidazo[4,5-b]pyrazin-2-yl)piperidin-1-yl)ethan-1-one